[5H]furanone O1C(C=CC1)=O